C(C1=CC=CC=C1)OC=1C(=C(C=CC1)C#CC=1C(=NC(=NC1)NC1=C(C=C(C=C1)N1CCC(CC1)N1CCN(CC1)C)OC)NC1=CC=CC=C1)C1OCCO1 5-{2-[3-(benzyloxy)-2-(1,3-dioxolan-2-yl)phenyl]ethynyl}-N2-{2-methoxy-4-[4-(4-methylpiperazin-1-yl)piperidin-1-yl]phenyl}-N4-phenylpyrimidine-2,4-diamine